C(C)(=O)N1CCC(CC1)N1N=CC(=C1C(=O)NC1=NC=C(C=C1C)C1=CC=C(C=C1)OC(F)F)Cl 1-(1-acetylpiperidin-4-yl)-4-chloro-N-(5-(4-(difluoromethoxy)phenyl)-3-methylpyridin-2-yl)-1H-pyrazole-5-carboxamide